2-[4-(4-Cyclopropylmethoxypyrimidin-2-yl)-2,6-difluorophenoxymethyl]-cyclopropan C1(CC1)COC1=NC(=NC=C1)C1=CC(=C(OCC2CC2)C(=C1)F)F